C1(CC1)C1=NC(=C(C(=N1)NC1=NNC2=CC(=CC=C12)[C@@H]1C[C@@]12C(NC1=CC=C(C=C21)OC)=O)OC)N2CC(C2)O (1R,2S)-2-(3-{[2-cyclopropyl-6-(3-hydroxyazetidin-1-yl)-5-methoxypyrimidin-4-yl]amino}-1H-indazol-6-yl)-5'-methoxyspiro[cyclopropane-1,3'-indol]-2'(1'H)-one